C(#N)C1=CC(=C(COC2=NC=CC=C2N2C[C@H]3CC[C@@H](C2)N3C(=O)OC(C)(C)C)C=C1)F tert-butyl (1R,5S)-3-(2-((4-cyano-2-fluorobenzyl)oxy)pyridin-3-yl)-3,8-diazabicyclo[3.2.1]octane-8-carboxylate